ClC1=C(C=C2C(=NNC2=C1)C=1C=NC(=C(C1)S(=O)(=O)C)N1CC(C1)(C)C)O[C@H](C)C1=C(C=NC=C1Cl)Cl (R)-6-chloro-5-(1-(3,5-dichloropyridin-4-yl)ethoxy)-3-(6-(3,3-dimethylazetidin-1-yl)-5-(methylsulfonyl)pyridin-3-yl)-1H-indazole